6-chloro-N-(methyl-d3)pyridazine-3-carboxamide ClC1=CC=C(N=N1)C(=O)NC([2H])([2H])[2H]